methyl(2,2,2-trifluoroethyl) (2-fluorocyclohexyl)phosphonate FC1C(CCCC1)P(OC(C(F)(F)F)C)([O-])=O